C=1C=CC(C2=C3CC=CC=C3CC12)=O fluoren-4(5H)-one